CS(=O)(=O)OC1=NC(=CC2=C1CNC2=O)N2[C@@H](COCC2)C (R)-(6-(3-methylmorpholino)-1-oxo-2,3-dihydro-1H-pyrrolo[3,4-c]pyridin-4-yl) methylsulfonate